C(C)(C)OC1=CC2=CC3=CC=CC=C3N=C2C=C1 2-isopropoxyacridine